CN1CCN(CC1)C1=CC=C(C=C1)C(C)C1=C(C=2NC3=CC=CC=C3SC2C=C1)CCC(=O)[O-] 2-(1-(4-(4-methylpiperazin-1-yl) phenyl) ethyl)-10H-phenothiazinepropionate